C(C(=O)O)(=O)O.C1OCCC12CCNCC2 2-oxa-8-azaspiro[4.5]decane oxalate